NC(C)(C)C1=NC=C(C=N1)C1=CC2=C(N=C3N2[C@H]2C4=C(C(N([C@@H]3C2)C([2H])([2H])[2H])=O)C=CC=C4C#C[Si](C(C)C)(C(C)C)C(C)C)C=C1 (7R,14R)-11-(2-(2-aminopropan-2-yl)pyrimidin-5-yl)-6-(methyl-d3)-1-((triisopropylsilyl)ethynyl)-6,7-dihydro-7,14-methanobenzo[f]benzo[4,5]imidazo[1,2-a][1,4]diazocin-5(14H)-one